C(C1=CC=CC=C1)C=1N=C(OC1)C(CN1C(C=CC(=C1)C=C)=O)=O 1-(2-(4-benzyloxazol-2-yl)-2-oxoethyl)-5-vinylpyridin-2(1H)-one